(2-oxobenzylidene)ruthenium(II) chloride O=C1C(C=[Ru-]Cl)C=CC=C1